N,N'-diethylethylenediamine CCNCCNCC